toluene-2,4-disulfonic acid CC=1C(=CC(=CC1)S(=O)(=O)O)S(=O)(=O)O